C(C)OC1=CC=C(C=C1)NC(OCC)=O ethyl (4-ethoxyphenyl)carbamate